4-((3R,8aS)-2-((5-Methoxy-7-methyl-1H-indol-4-yl)methyl)octahydropyrrolo[1,2-a]pyrazin-3-yl)-2-(methylamino)benzoic acid COC=1C(=C2C=CNC2=C(C1)C)CN1C[C@H]2N(C[C@H]1C1=CC(=C(C(=O)O)C=C1)NC)CCC2